4-(3-methyl-1-(4-methyl-4H-1,2,4-triazol-3-yl)cyclobutyl)pyridin-2-amine CC1CC(C1)(C1=NN=CN1C)C1=CC(=NC=C1)N